(S)-7-((3S,5R)-4-acryloyl-3,5-dimethylpiperazin-1-yl)-10-(4-fluorophenyl)-3-methyl-9-(trifluoromethyl)-2,3-dihydro-5H-[1,4]thiazino[2,3,4-ij]quinazolin-5-one C(C=C)(=O)N1[C@H](CN(C[C@H]1C)C1=NC(N2C3=C(C(=C(C=C13)C(F)(F)F)C1=CC=C(C=C1)F)SC[C@@H]2C)=O)C